(2-(1H-imidazol-2-yl)-4-methylthiazol-5-yl)((1R,5S,6s)-6-((4-(2-aminopropan-2-yl)-6-(4-fluorophenyl)pyridin-2-yl)oxy)-3-azabicyclo[3.1.0]hexan-3-yl)methanone N1C(=NC=C1)C=1SC(=C(N1)C)C(=O)N1C[C@@H]2C([C@@H]2C1)OC1=NC(=CC(=C1)C(C)(C)N)C1=CC=C(C=C1)F